1-(3-(4-chloro-3-(3,3-dimethylbut-1-yn-1-yl)-1H-pyrrolo[2,3-b]pyridin-5-yl)phenyl)piperazin-2-one ClC1=C2C(=NC=C1C=1C=C(C=CC1)N1C(CNCC1)=O)NC=C2C#CC(C)(C)C